O[C@@H]1C2(CN(C2)C(=O)OC(C)(C)C)CC[C@@H]1[C@H]1N2C(C=3C=CC=CC13)=CN=C2 tert-butyl (5S,6R)-5-hydroxy-6-[(5R)-5H-imidazo[1,5-b]isoindol-5-yl]-2-azaspiro[3.4]octane-2-carboxylate